CS(=O)(=O)N(CC(=O)O)C1=CC=CC=C1Cl N-(2-chlorophenyl)-N-(methylsulfonyl)glycine